N-(1,1,1-trifluoropropan-2-yl)benzenesulfonamide ammonium icos-19-yn-1-yl-(R)-(((1-(6-amino-9H-purin-9-yl)propan-2-yl)oxy)methyl)phosphonate C(CCCCCCCCCCCCCCCCCC#C)OP([O-])(=O)CO[C@@H](CN1C2=NC=NC(=C2N=C1)N)C.[NH4+].FC(C(C)NS(=O)(=O)C1=CC=CC=C1)(F)F